formylCholine C(=O)OCC[N+](C)(C)C